2-((3-fluoro-4-(methylcarbamoyl)phenyl)amino)-2-methylpropanoic acid FC=1C=C(C=CC1C(NC)=O)NC(C(=O)O)(C)C